4-butyl-1-(2,4-difluorophenyl)-3-(4-fluorophenyl)-N-(2-methoxyethyl)-4,5-dimethyl-4,5-dihydro-1H-pyrazole-5-carboxamide C(CCC)C1(C(=NN(C1(C(=O)NCCOC)C)C1=C(C=C(C=C1)F)F)C1=CC=C(C=C1)F)C